tert-butyl (3S,4S)-4-(4-(3-(6-(benzyloxy)-2-hydroxypyridin-3-yl)-5-fluoro-1-methyl-1H-indazol-6-yl)piperazine-1-carbonyl)-3-methylpiperidine-1-carboxylate C(C1=CC=CC=C1)OC1=CC=C(C(=N1)O)C1=NN(C2=CC(=C(C=C12)F)N1CCN(CC1)C(=O)[C@@H]1[C@@H](CN(CC1)C(=O)OC(C)(C)C)C)C